2-Chloro-4-(((1R,2S)-1-(5-(4-((4-((7-ethyl-6-oxo-5,6-dihydro-1,5-naphthyridin-3-yl)methyl)piperazin-1-yl)methyl)phenyl)-1,3,4-oxadiazol-2-yl)-2-hydroxypropyl)amino)benzonitrile ClC1=C(C#N)C=CC(=C1)N[C@H]([C@H](C)O)C=1OC(=NN1)C1=CC=C(C=C1)CN1CCN(CC1)CC=1C=NC=2C=C(C(NC2C1)=O)CC